4-(4,6-diethoxy-1,3,5-triazin-2-yl)-4-methylmorpholinium chloride [Cl-].C(C)OC1=NC(=NC(=N1)OCC)[N+]1(CCOCC1)C